S1C=CC2=C1CCCC2 4,5,6,7-tetra-hydrobenzothiophene